diethyl (4-((2,3-difluoro-9H-carbazole-9-yl)methyl)benzyl)phosphonate FC1=CC=2N(C3=CC=CC=C3C2C=C1F)CC1=CC=C(CP(OCC)(OCC)=O)C=C1